ClC=1C=C(C(=O)NC2=CC=C(C=C2)[C@@H]2CNCCO2)C=CC1 |r| (RS)-3-Chloro-N-(4-(morpholin-2-yl)-phenyl)-benzamid